N-(cis-2-(((1-(2-fluorophenyl)piperidin-4-yl)oxy)methyl)-1-(3-methylbutanoyl)piperidin-3-yl)methanesulfonamide FC1=C(C=CC=C1)N1CCC(CC1)OC[C@@H]1N(CCC[C@@H]1NS(=O)(=O)C)C(CC(C)C)=O